C12NC(C(CC1=O)C2)=O 2-azabicyclo[2.2.1]heptane-3,6-dione